COC=1C=C(C=C(C1)OC)C=1OC2=C(N1)C=C(C=C2)N 2-(3,5-dimethoxyphenyl)benzo[d]oxazol-5-amine